C(CCCCCCCCCCC)[Ca].C(=CC1=CC=CC=C1)C1=C(C(=C(C=C1)OC1=C(C(=C(C=C1)C=CC1=CC=CC=C1)C=CC1=CC=CC=C1)C=CC1=CC=CC=C1)C=CC1=CC=CC=C1)C=CC1=CC=CC=C1 mono(tristyrylphenyl) ether, dodecyl-Calcium salt